N1C(=NC=2C1=CC=1C=CC=NC1N2)N imidazonaphthyridineamine